BrC1=CC=2C3=C(NC2C=C1)N=C(N=N3)S 8-bromo-5H-[1,2,4]Triazino[5,6-b]Indole-3-thiol